N,N-Di([1,1'-biphenyl]-4-yl)-4'-(6-(4-(di([1,1'-biphenyl]-4-yl)amino)phenyl)-1,3,3-trimethyl-2,3-dihydro-1H-inden-1-yl)-[1,1'-biphenyl]-4-amin C1(=CC=C(C=C1)N(C1=CC=C(C=C1)C1=CC=C(C=C1)C1(CC(C2=CC=C(C=C12)C1=CC=C(C=C1)N(C1=CC=C(C=C1)C1=CC=CC=C1)C1=CC=C(C=C1)C1=CC=CC=C1)(C)C)C)C1=CC=C(C=C1)C1=CC=CC=C1)C1=CC=CC=C1